(6-(p-tolyloxy)pyridine-3-yl)methanol C1(=CC=C(C=C1)OC1=CC=C(C=N1)CO)C